ClC1=CC=C(C=C1)S(=O)(=O)NC1=CC=C(C=C1)C1=C2C(=NC=C1)NC=C2 4-(4-((4-chlorophenyl)sulfonamido)phenyl)-1H-pyrrolo[2,3-b]pyridin